FC1=C(C=CC(=C1)F)C1=CC(=CC(=C1)N)NC1=C(C=C(C=C1)C=1C=NN(C1)C)[N+](=O)[O-] 2',4'-difluoro-N3-(4-(1-methyl-1H-pyrazol-4-yl)-2-nitrophenyl)-[1,1'-biphenyl]-3,5-diamine